O=C(CC#N)[C@@]12C(OC[C@H]2C1)=O 3-oxo-3-[(1R,5S)-2-oxo-3-oxabicyclo[3.1.0]Hex-1-yl]Propionitrile